C#CC(CCCC(CCCCCCCC)O)O 1-pentadecyne-3,7-diol